2-(2-((2S,3R)-2-(cyclopentyloxy)-3-(3,5-dimethoxy-4-methylphenyl)-3-hydroxypropyl)-5-methylthiazol-4-yl)acetic acid C1(CCCC1)O[C@@H](CC=1SC(=C(N1)CC(=O)O)C)[C@H](O)C1=CC(=C(C(=C1)OC)C)OC